5-(2-(N,N-dimethylaminosulfonyl)ethyl)-N-Bocindole CN(S(=O)(=O)CCC=1C=C2C=CN(C2=CC1)C(=O)OC(C)(C)C)C